pyridocycloundecan-4-one N1=CCC(C2=C1CCCCCCCCC2)=O